N-ethyl-6-[(2R,4S)-4-fluoro-2-[5-fluoro-3-(methylsulfanyl)phenyl]pyrrolidin-1-yl]imidazo[1,2-b]pyridazine-3-carbothioamide C(C)NC(=S)C1=CN=C2N1N=C(C=C2)N2[C@H](C[C@@H](C2)F)C2=CC(=CC(=C2)F)SC